The molecule is a (3R)-3-hydroxy fatty acid anion resulting from the deprotonation of the carboxy group of (3R)-3-hydroxytetradecanoic acid. The major species at pH 7.3. It is a (3R)-3-hydroxy fatty acid anion and a long-chain fatty acid anion. It is a conjugate base of a (R)-3-hydroxytetradecanoic acid. It is an enantiomer of a (S)-3-hydroxytetradecanoate. CCCCCCCCCCC[C@H](CC(=O)[O-])O